3-chloro-7,8-dihydropyrrolo[3',4':4,5]Pyrrolo[2,3-c]Pyridazine-6(5H)-carboxylic acid ClC1=CC2=C(N=N1)NC1=C2CN(C1)C(=O)O